2-{3-[2-(4-fluoropiperidin-1-yl)ethoxy]phenyl}ethan-1-amine FC1CCN(CC1)CCOC=1C=C(C=CC1)CCN